di-phenylmethyl phosphate P(=O)(OC(C1=CC=CC=C1)C1=CC=CC=C1)([O-])[O-]